ClC=1C(=NC=C(C1)OC1=C(C=CC=C1)F)C(=O)C1=CNC2=NC=C(C(=C21)N[C@H]2CO[C@@H](CC2)CO)C#N 3-(3-chloro-5-(2-fluorophenoxy)picolinoyl)-4-(((3R,6S)-6-(hydroxymethyl)tetrahydro-2H-pyran-3-yl)amino)-1H-pyrrolo[2,3-b]pyridine-5-carbonitrile